C(C(=C)C)(=O)OCCC[Si](O[SiH](C)C)(O[SiH](C)C)O[SiH](C)C methacryloxypropyltris(dimethylsiloxy)silane